C(C)(C)(C)OC(=O)N1CCN(CC[C@@H]1C)C1=C(C(N(C2=C(N=C(C=C12)C)C1CC1)C)=O)C(=O)O (S)-4-(4-(tert-butoxycarbonyl)-5-methyl-1,4-diazepan-1-yl)-8-cyclopropyl-1,6-dimethyl-2-oxo-1,2-dihydro-1,7-naphthyridine-3-carboxylic acid